5-bromo-4-chloro-2-(fluoromethyl)-2H-indazole BrC1=C(C2=CN(N=C2C=C1)CF)Cl